5-(2-Hydroxyphenyl)-N-phenylfuran-2-carboxamide OC1=C(C=CC=C1)C1=CC=C(O1)C(=O)NC1=CC=CC=C1